tert-butyl ((6-methoxyimidazo[1,5-a]pyridin-3-yl)methyl)carbamate COC=1C=CC=2N(C1)C(=NC2)CNC(OC(C)(C)C)=O